FC1=CC2=C(COCO2)C=C1 7-fluoro-2,4-benzodioxine